tris(2,2'-bipyridyl) ruthenium(II) [Ru+2].N1=C(C=CC=C1)C1=NC=CC=C1.N1=C(C=CC=C1)C1=NC=CC=C1.N1=C(C=CC=C1)C1=NC=CC=C1